FC(COC1=C(C(=CC2=C1C(N1[C@@H](CO2)C[C@@H](C1)O)=O)C)F)(C)F (2S,11aR)-6-(2,2-difluoropropoxy)-7-fluoro-2-hydroxy-8-methyl-2,3,11,11a-tetrahydro-1H,5H-benzo[f]pyrrolo[2,1-c][1,4]oxazepine-5-one